COC=1C(C=O)=CC=CC1 methyl-salicylaldehyde